C1(C(C(CCC1)C(=O)O)C(=O)O)C1CC(C(CC1)C(=O)O)C(=O)O [1,1'-bi(cyclohexane)]-2,3,3',4'-tetracarboxylic acid